C(#N)C=1C=NN2C1C(=CC(=C2)OCC(C)(C)O)C=2C=CC(=NC2)N2C[C@@H](CC2)C(=O)NC2=CC=CC=C2 (R)-1-(5-(3-cyano-6-(2-hydroxy-2-methylpropoxy)pyrazolo[1,5-a]pyridin-4-yl)pyridin-2-yl)-N-phenylpyrrolidine-3-carboxamide